CN(C)CC1=CC=2C3=C(N(C2C=C1)CC(F)(F)F)C(=NC(=N3)CNC(OC(C)(C)C)=O)O tert-butyl N-[[8-[(dimethylamino)methyl]-4-hydroxy-5-(2,2,2-trifluoroethyl)pyrimido[5,4-b]indol-2-yl]methyl]carbamate